ClC1=NC=CC(=C1B1OC(C(O1)(C)C)(C)C)C 2-chloro-4-methyl-3-(4,4,5,5-tetramethyl-1,3,2-dioxaborolan-2-yl)pyridine